(S)-1-(4-chloro-6-((5-methyl-1H-pyrazol-3-yl)amino)pyrimidin-2-yl)-N-(1-(6-(4-fluoro-1H-pyrazol-1-yl)pyridin-3-yl)ethyl)-4-methoxypiperidine-4-carboxamide ClC1=NC(=NC(=C1)NC1=NNC(=C1)C)N1CCC(CC1)(C(=O)N[C@@H](C)C=1C=NC(=CC1)N1N=CC(=C1)F)OC